2-(1-methyl-3-piperidyl)tetrazol CN1CC(CCC1)N1N=CN=N1